C1(=CC=CC=C1)N(C1=CC=C2C=CC=3C(=CC=C4C=CC1=C2C34)N(C3=CC=C(C=C3)C3(C4=CC=CC=C4C=4C=CC=CC34)C3=CC=CC=C3)C3=CC=CC=C3)C3=CC=C(C=C3)C3(C4=CC=CC=C4C=4C=CC=CC34)C3=CC=CC=C3 N,N'-diphenyl-N,N'-bis[4-(9-phenyl-9H-fluorene-9-yl)phenyl]pyrene-1,6-diamine